3-butyl-2-(3-fluorobenzyl)-3-hydroxy-2,3,4,5-tetrahydro-1H-isoindol-1-one C(CCC)C1(N(C(C=2C=CCCC12)=O)CC1=CC(=CC=C1)F)O